CC1=C(N=CS1)C(=O)N(CC(NC=1C=C2CC3(C(NC4=NC=CC=C43)=O)CC2=CC1)=O)CC1=C(C=CC=C1)CNC 5-methyl-N-(2-((methylamino)methyl)benzyl)-N-(2-oxo-2-((2'-oxo-1,1',2',3-tetrahydrospiro[indene-2,3'-pyrrolo[2,3-b]pyridin]-5-yl)amino)ethyl)thiazole-4-carboxamide